ClC=1C(=C2C(=NC1OC)C=1CN(CCC1N2)C(COC)=O)Cl 1-(3,4-dichloro-2-methoxy-5,6,7,9-tetrahydro-8H-pyrrolo[3,2-b:4,5-c']dipyridin-8-yl)-2-methoxyethan-1-one